BrC1=C(C(=CC=C1)Br)C(C)O 1-(2,6-dibromophenyl)ethan-1-ol